C(C(F)F)C(F)(F)F PENTAFLUOROPROPANE